[Ir+3].C1(=CC=CC=C1)C1=NC2=CC=CC=C2C(=C1)C [2-phenyl-4-methylquinoline] iridium (III)